ClC=1C(=C(C=CC1Cl)NC1=NC=NC2=CC(=C(C=C12)[N+](=O)[O-])O)F 4-((3,4-dichloro-2-fluorophenyl)amino)-6-nitroquinazolin-7-ol